4-(Hydroxymethyl)benzenesulfonate OCC1=CC=C(C=C1)S(=O)(=O)[O-]